methyl 4-hydroxy-2-(2-methoxy-5-methylphenyl)-4-methyltetrahydrofuran-2-carboxylate OC1(CC(OC1)(C(=O)OC)C1=C(C=CC(=C1)C)OC)C